[2-bromo-3-chloro-5-[[5-chloro-4-(cyclopentylamino)pyrimidin-2-yl]amino]phenyl]methanol BrC1=C(C=C(C=C1Cl)NC1=NC=C(C(=N1)NC1CCCC1)Cl)CO